C(C)(C)(C)OC(=O)NCCCC(C(=O)O)CC(C)([N+](=O)[O-])C 2-(3-tert-butoxycarbonylamino-propyl)-4-methyl-4-nitro-pentanoic acid